C(N)(=O)C=1N(N=C2C1NCCC2C2CN(CCC2)C(=O)OC(C)(C)C)C2=CC=C(C=C2)OC2=CC=CC=C2 tert-butyl 3-[3-carbamoyl-2-(4-phenoxyphenyl)-4,5,6,7-tetrahydro-2H-pyrazolo[4,3-b]pyridin-7-yl]piperidine-1-carboxylate